4-(3-tolyl)-3-difluoromethyl-1,2,4-triazol-5-one C1(=CC(=CC=C1)N1C(=NNC1=O)C(F)F)C